C(C=C)(=O)NC[C@@H](C(=O)N1[C@@H](CCC1)C(NCC1=CC(=CC=C1)NC(C=C)=O)=O)NC([C@H](C)N(C(OC(C)(C)C)=O)C)=O tert-butyl (S)-1-((S)-3-acrylamido-1-((S)-2-(3-acrylamidobenzylcarbamoyl)pyrrolidin-1-yl)-1-oxopropan-2-ylamino)-1-oxopropan-2-yl(methyl)carbamate